[Fe](Cl)(Cl)(Cl)Cl.C(CCCCC)N1C=[N+](C=C1)C 1-hexyl-3-methylimidazolium iron tetrachloride